tert-butyl (2R,4R)-4-((4-acetyl-6-((1-(tert-butyl)-5-methyl-1H-pyrazol-3-yl) amino)-3-fluoropyridin-2-yl) methyl)-1-(3-chloro-2-fluorobenzyl)-2-methylpiperidine-4-carboxylate C(C)(=O)C1=C(C(=NC(=C1)NC1=NN(C(=C1)C)C(C)(C)C)C[C@@]1(C[C@H](N(CC1)CC1=C(C(=CC=C1)Cl)F)C)C(=O)OC(C)(C)C)F